N-(4-iodophenyl)-5-(4-methylphenyl)pyridin-2-amine IC1=CC=C(C=C1)NC1=NC=C(C=C1)C1=CC=C(C=C1)C